FCCOC1=CC=C(C=C1)[C@H](C1CCN(CC1)C(=O)C=1C=CC2=C(NC(CO2)=O)C1)C1=CC=CC=C1 6-[4-[(R)-[4-(2-fluoroethoxy)phenyl]-phenyl-methyl]piperidine-1-carbonyl]-4H-1,4-benzoxazin-3-one